((3R,5S)-5-(methoxymethyl)pyrrolidin-3-yl)-5-(3-(trifluoromethyl)phenyl)oxazole-2-carboxamide TFA salt OC(=O)C(F)(F)F.COC[C@@H]1C[C@H](CN1)C=1N=C(OC1C1=CC(=CC=C1)C(F)(F)F)C(=O)N